monohydrochloride, monohydrobromide Br.Cl